C(=O)(OC(C)(C)C)N[C@H](CC1=CC=C(C=C1)OC)C(=O)O N-Boc-O-methyl-D-tyrosine